2-[4-(aminomethyl)cyclohexyl]-2H-indazole-6-carbonitrile, hydrochloride salt Cl.NCC1CCC(CC1)N1N=C2C=C(C=CC2=C1)C#N